OC1=C(C(=C(C(=C1)O)C(=O)N1CC2=CC(=CC=C2CC1)NC)OC)C (4,6-dihydroxy-2-methoxy-3-methylphenyl)(7-(methylamino)-3,4-dihydroisoquinolin-2(1H)-yl)methanone